[Mn].[Fe].[Al] Aluminum-iron-manganese